CC=1N(C(=CC1)C)NC(\C(\C1=CC=CC=C1)=N/O)=O (Z)-N-(2,5-dimethylpyrrol-1-yl)-2-hydroxyimino-2-phenyl-acetamide